N-[1'-(7-bromo-6-methyl-pyrazolo[1,5-a]pyrazin-4-yl)-3-chloro-spiro[7H-cyclopenta[b]pyridin-6,4'-piperidin]-5-ylidene]-2-methyl-propane-2-sulfinamide BrC1=C(N=C(C=2N1N=CC2)N2CCC1(CC2)C(C=2C(=NC=C(C2)Cl)C1)=NS(=O)C(C)(C)C)C